3-(4-(trifluoro-methyl)-1H-pyrazol-1-yl)pyrazolo[1,5-a]pyrimidine FC(C=1C=NN(C1)C=1C=NN2C1N=CC=C2)(F)F